C(#N)C=1C(=NN(C1NCC1=CC=C(C=C1)C(N)=N)C(C(CO)(C)C)=O)C1N(C(C1C)=O)CC(=O)N1CCOCC1 4-({[4-cyano-1-(3-hydroxy-2,2-dimethylpropanoyl)-3-{3-methyl-1-[2-(morpholin-4-yl)-2-oxoethyl]-4-oxoazetidin-2-yl}-1H-pyrazol-5-yl]amino}methyl)benzene-1-carboximidamide